C(C)(C)(C)OC(=O)NC1=C2C=C(NC2=CC=C1)C(=O)OCC ethyl 4-((tert-butoxycarbonyl)amino)-1H-indole-2-carboxylate